2-iso-propoxy-4-methyl-1H-imidazole C(C)(C)OC=1NC=C(N1)C